(E)-imino(4-methoxypyridin-2-yl)(2-(3-(trifluoromethyl)pyridin-2-yl)vinyl)-λ6-sulfanone N=S(=O)(\C=C\C1=NC=CC=C1C(F)(F)F)C1=NC=CC(=C1)OC